fucosyl-N-Acetyllactosamine C[C@H]1[C@H]([C@H]([C@@H](C(O1)C2([C@@H]([C@H]([C@@H]([C@H](O2)CO)O[C@H]3[C@@H]([C@H]([C@H]([C@H](O3)CO)O)O)O)O)NC(=O)C)O)O)O)O